(4-(hydroxymethyl)piperidin-1-yl)(morpholino)methanone OCC1CCN(CC1)C(=O)N1CCOCC1